[N+](=O)([O-])C1=CC2=C(NCCO2)C(=C1)C=C 7-nitro-5-vinyl-3,4-dihydro-2H-1,4-benzoxazine